BrC=1C=C(C(=C(C1)F)C)C 5-bromo-1-fluoro-2,3-xylene